CN1N=C2CC(CCC2=CC1=O)N1C(C2=CC=CC=C2C1=O)=O 2-(2-methyl-3-oxo-5,6,7,8-tetrahydrocinnolin-7-yl)isoindoline-1,3-dione